(R)-N-(cyclopentylmethyl)-6-(3-(2,3-difluorophenyl)isoxazolidin-2-yl)pyrimidin-4-amine C1(CCCC1)CNC1=NC=NC(=C1)N1OCC[C@@H]1C1=C(C(=CC=C1)F)F